C(#N)C1=C(C=C(C=C1)F)C1=C(NC2=C1C(N(CC2)C)=O)C2=CC(=NC=C2)NC(C(CC(F)F)C2=CC=C(C=C2)F)=O N-{4-[3-(2-cyano-5-fluorophenyl)-5-methyl-4-oxo-4,5,6,7-tetrahydro-1H-pyrrolo[3,2-c]pyridin-2-yl]pyridin-2-yl}-4,4-difluoro-2-(4-fluorophenyl)butanamide